C(CCC)S(=O)C1=C(C2=C(N=C(N=C2C2=CC=CC=C2)C=2SC=CN2)S1)N 6-(butylsulfinyl)-4-phenyl-2-(thiazol-2-yl)thieno[2,3-d]pyrimidin-5-amine